5-(2-(3-methoxypropoxy)phenyl)-1H-pyrrole-2-carboxylic acid COCCCOC1=C(C=CC=C1)C1=CC=C(N1)C(=O)O